4-hydroxy-2(1H)-quinolone OC1=CC(NC2=CC=CC=C12)=O